methyl-dodecyl-dichlorosilane C[Si](Cl)(Cl)CCCCCCCCCCCC